N,N-dimethylaminomethylacrylamide CNCN(C(C=C)=O)CNC